1-(5-Aminopentyl)-1H-pyrrole-2,5-dione hydrochloride Cl.NCCCCCN1C(C=CC1=O)=O